ClC1=NC=CC(=C1)N1N=C2C=CC(=CC2=C1)[N+](=O)[O-] 2-(2-Chloropyridin-4-yl)-5-nitro-2H-indazole